FC1=CC(=C(OC=2C(=NC=NC2)N2CC3(C2)CC(C3)NCC3=CC=C(C#N)C=C3)C=C1)C=1C(=NC=NC1)C(C)C 4-(((2-(5-(4-fluoro-2-(4-isopropylpyrimidin-5-yl)phenoxy)pyrimidin-4-yl)-2-azaspiro[3.3]heptan-6-yl)amino)methyl)benzonitrile